Heptane-1,2,3,4,5,6,7-heptol C(C(C(C(C(C(CO)O)O)O)O)O)O